IC=1N=C(C(=NC1)OCC(C)(OC1OCC1)C)C 5-iodo-3-methyl-2-[2-methyl-2-(oxetan-2-yloxy)propoxy]pyrazine